C1(CC1)N1C(C(=CC=C1)NC(=O)C=1C(=CC=2N(C1)C=C(N2)[C@@]21CO[C@@](CC2)(C1)CF)OC(C)C)=O N-(1-cyclopropyl-2-oxo-3-pyridyl)-2-[(1S,4R)-1-(fluoromethyl)-2-oxabicyclo[2.2.1]heptan-4-yl]-7-isopropoxy-imidazo[1,2-a]pyridine-6-carboxamide